(R)-2-(1-(7-bromo-6-chloro-5,8-difluoro-2-(methylthio)quinazolin-4-yl)pyrrolidin-2-yl)ethan-1-ol BrC1=C(C(=C2C(=NC(=NC2=C1F)SC)N1[C@H](CCC1)CCO)F)Cl